(S)-1-(4-(5-((4-amino-2-(pentan-2-ylamino)imidazo[2,1-f][1,2,4]triazin-7-yl)methyl)-3-methylpyridin-2-yl)piperazin-1-yl)-2-(methyl(2-(methylamino)ethyl)amino)ethan-1-one NC1=NC(=NN2C1=NC=C2CC=2C=C(C(=NC2)N2CCN(CC2)C(CN(CCNC)C)=O)C)N[C@@H](C)CCC